BrC1=C2C=C(C(=NC2=CC(=C1)C)C1=CC=NN1C)Cl 5-bromo-3-chloro-7-methyl-2-(1-methyl-1H-pyrazol-5-yl)quinoline